CC1=C2C(CC=NC2=CC=C1C1=CC=C(C=C1)S(=O)(=O)C)=O 5-methyl-6-(4-(methylsulfonyl)phenyl)quinolin-4-one